1-[6-(5,6-Dimethoxybenzimidazol-1-yl)-2-[3-(trifluoromethyl)pyrazol-1-yl]-3-pyridinyl]ethanol COC1=CC2=C(N(C=N2)C2=CC=C(C(=N2)N2N=C(C=C2)C(F)(F)F)C(C)O)C=C1OC